(R)-1-(3-(piperidin-1-yl)-1,2,4-thiadiazol-5-yl)ethanamine hydrochloride Cl.N1(CCCCC1)C1=NSC(=N1)[C@@H](C)N